N-isobutyl-2-methyl-2-(piperazin-1-yl)propanamide HCl salt Cl.C(C(C)C)NC(C(C)(N1CCNCC1)C)=O